2-((3-chloro-1-(2,6-difluorophenyl)-1,2-dihydro-6-methyl-2-oxopyridin-4-yloxy)methyl)-5-fluorobenzyl-carbamic acid propyl ester C(CC)OC(NCC1=C(C=CC(=C1)F)COC1=C(C(N(C(=C1)C)C1=C(C=CC=C1F)F)=O)Cl)=O